3-(4-formyl-1-(4-(trifluoromethoxy)phenyl)-1H-pyrazolo[3,4-b]pyridin-3-yl)azetidine-1-carboxylic acid tert-butyl ester C(C)(C)(C)OC(=O)N1CC(C1)C1=NN(C2=NC=CC(=C21)C=O)C2=CC=C(C=C2)OC(F)(F)F